NC=1C2=C(N=CN1)N(C=C2C=2SC1=C(C2)C=C(C=C1OC)C)C1CN(CC1)C(CC#N)=O 3-(3-(4-amino-5-(7-methoxy-5-methylbenzothien-2-yl)-7H-pyrrolo[2,3-d]pyrimidin-7-yl)pyrrolidin-1-yl)-3-oxopropanenitrile